N-((5-(2-fluoropyridin-4-yl)-2,3-dihydro-1H-inden-4-yl)carbamoyl)methanesulfonamide FC1=NC=CC(=C1)C=1C(=C2CCCC2=CC1)NC(=O)NS(=O)(=O)C